IC1=CN=C2N1C=C(C(=C2)OC)S(=O)(=O)C2(CC2)C 3-iodo-7-methoxy-6-((1-methylcyclopropyl)sulfonyl)imidazo[1,2-a]pyridine